2-{[(1R)-1-(4-Chlorophenyl)-7-fluoro-5-{1-hydroxy-1-[trans-4-hydroxycyclohexyl]propyl}-1-(2-hydroxyethoxy)-3-oxo-2,3-dihydro-1H-isoindol-2-yl]methyl}pyrimidin-5-carbonitril ClC1=CC=C(C=C1)[C@@]1(N(C(C2=CC(=CC(=C12)F)C(CC)([C@@H]1CC[C@H](CC1)O)O)=O)CC1=NC=C(C=N1)C#N)OCCO